C(\C=C/C(=O)O)(=O)O.C(\C=C/C(=O)O)(=O)O maleic acid, maleate salt